COS(=O)(=O)[O-].C(CCCCCCCCCCCCCCCCC)(=O)OCC[N+](C)(CCO)CCOC(CCCCCCCCCCCCCCCCC)=O N,N-bis(stearoyl-oxy-ethyl)N-(2-hydroxyethyl)N-methyl-ammonium methylsulphate